3-(5-(1-(7-((4-(((R)-1-(3-Amino-5-(trifluoromethyl)phenyl)ethyl)amino)-6-methoxy-2-methylquinazolin-7-yl)oxy)heptyl)piperidin-4-yl)-6-fluoro-1-oxoisoindolin-2-yl)-piperidine-2,6-dione NC=1C=C(C=C(C1)C(F)(F)F)[C@@H](C)NC1=NC(=NC2=CC(=C(C=C12)OC)OCCCCCCCN1CCC(CC1)C=1C=C2CN(C(C2=CC1F)=O)C1C(NC(CC1)=O)=O)C